COC1=NC=C(C2=C1N=C(S2)NC(=O)C2=CN=C(S2)C)C=2C=NN(C2)C 2-Methyl-thiazole-5-carboxylic acid [4-methoxy-7-(1-methyl-1H-pyrazol-4-yl)-thiazolo[4,5-c]pyridin-2-yl]-amide